2-Ethylhexyl 3-(4-acetyl-2-hydroxy-phenyl)sulfanylpropanoate C(C)(=O)C1=CC(=C(C=C1)SCCC(=O)OCC(CCCC)CC)O